(3R,6S,9aS)-1-((E)-3-(5-fluorobenzo[d]thiazol-2-yl)acryloyl)-3,6-diisobutyl-8-(1-methylpiperidin-4-yl)tetrahydropyrazino[2,1-c][1,2,4]oxadiazine-4,7(3H,6H)-dione FC=1C=CC2=C(N=C(S2)/C=C/C(=O)N2O[C@@H](C(N3[C@@H]2CN(C([C@@H]3CC(C)C)=O)C3CCN(CC3)C)=O)CC(C)C)C1